FC1=CC(=C(N)C=C1CCC1=CC(=C(C(=C1)OC)OC)OC)OC 4-fluoro-2-methoxy-5-(3,4,5-trimethoxyphenethyl)aniline